S1(N[C@@H](CC1)C(=O)OC)(=O)=O Methyl (S)-isothiazolidine-3-carboxylate 1,1-dioxide